1-(t-butoxycarbonyl)ethyl methacrylate C(C(=C)C)(=O)OC(C)C(=O)OC(C)(C)C